C(CCCCCCCCCCCCCCCCCCCCC)(=O)NCCCC[N-]C behenamidopropyl-dimethyl-amide